3β-(triethylsilyloxy)-androst-5-ene-17β-ol C(C)[Si](O[C@@H]1CC2=CC[C@H]3[C@@H]4CC[C@@H]([C@@]4(C)CC[C@@H]3[C@]2(CC1)C)O)(CC)CC